N-[4-([4-[3-Chloro-5-(trifluoromethyl)phenyl]piperazin-1-yl]sulfonyl)phenyl]-2-(N-methylmethane-sulfonamido)benzamide ClC=1C=C(C=C(C1)C(F)(F)F)N1CCN(CC1)S(=O)(=O)C1=CC=C(C=C1)NC(C1=C(C=CC=C1)N(S(=O)(=O)C)C)=O